ClC=1N=C(C2=C(N1)N=C1C(=C2C)CCC1)NC([2H])([2H])[2H] 2-chloro-5-methyl-N-(methyl-d3)-7,8-dihydro-6H-cyclopenta[5,6]pyrido[2,3-d]pyrimidin-4-amine